3-(5-(1-((1-(4-(4-amino-3-(4-phenoxyphenyl)-1H-pyrazolo[3,4-d]pyrimidin-1-yl)piperidine-1-carbonyl)piperidin-4-yl)methyl)piperidin-4-yl)-1-oxoisoindolin-2-yl)piperidine-2,6-dione NC1=C2C(=NC=N1)N(N=C2C2=CC=C(C=C2)OC2=CC=CC=C2)C2CCN(CC2)C(=O)N2CCC(CC2)CN2CCC(CC2)C=2C=C1CN(C(C1=CC2)=O)C2C(NC(CC2)=O)=O